N1C=NC2=C1C=CC(=C2)C2=NNC1=NC(=NC(=C12)NC1CCCCC1)NC1=C(C=C(C=C1)N1CCOCC1)OC 3-(1H-benzo[d]imidazol-5-yl)-N4-cyclohexyl-N6-(2-methoxy-4-morpholinophenyl)-1H-pyrazolo[3,4-d]pyrimidine-4,6-diamine